BrC1=CC2=C(N(CC(CO2)C2=CC=CC=C2)S(=O)(=O)C2=CC=C(C=C2)[N+](=O)[O-])C=C1 8-bromo-5-(4-nitrobenzene-1-sulfonyl)-3-phenyl-2,3,4,5-tetrahydro-1,5-benzoxazepine